C(C)C1(C(OC1)C)O 3-ethyl-3-hydroxy-methyloxetan